(R)-1-(7-(cyclopropanecarbonyl)-8-methyl-3-(3-methyl-1,2,4-thiadiazol-5-yl)-5,6,7,8-tetrahydroimidazo[1,5-a]pyrazin-1-yl)pyrrolidin-2-one C1(CC1)C(=O)N1[C@@H](C=2N(CC1)C(=NC2N2C(CCC2)=O)C2=NC(=NS2)C)C